N,N-diethyl-N-[2-(2-methoxyethoxy)ethyl]-N-methyl-ammonium C(C)[N+](C)(CCOCCOC)CC